tert-butyl (2R,5R)-4-(bis(4-fluorophenyl) methyl)-5-(methoxymethyl)-2-methylpiperazine-1-carboxylate FC1=CC=C(C=C1)C(N1C[C@H](N(C[C@@H]1COC)C(=O)OC(C)(C)C)C)C1=CC=C(C=C1)F